5-(2,8-dimethylimidazo[1,2-b]pyridazin-6-yl)-2-(6-(1-ethylazetidin-3-yl)pyridazin-3-yl)phenol hydrochloride Cl.CC=1N=C2N(N=C(C=C2C)C=2C=CC(=C(C2)O)C=2N=NC(=CC2)C2CN(C2)CC)C1